COC1=C(C=O)C=C(C(=C1)N1CCOCC1)OC 2,5-dimethoxy-4-morpholinobenzaldehyde